S1C(=NC=C1)C1(CNC2=NC=CC=C2C1)C(=O)O (3-thiazol-2-yl)-1,4-dihydro-1,8-naphthyridine-3-carboxylic acid